N,N-dimethyl-phenylalanine succinimidyl ester C1(CCC(N1OC([C@@H](N(C)C)CC1=CC=CC=C1)=O)=O)=O